NC1=NC=C(C(=C1C1=CC=C(C=C1)O)CC)C1=CC(=CC=C1)OCC1=CC=CC=C1 4-[2-amino-5-(3-benzyloxyphenyl)-4-ethyl-3-pyridinyl]phenol